O=C1C=CC(=NN1C=1C=NC=C(C1)C=1N(N=NC1)C([2H])([2H])[2H])C(=O)O 6-Oxo-1-[5-[3-(trideuteriomethyl)triazol-4-yl]-3-pyridyl]pyridazine-3-carboxylic acid